C(C)[C@H]1OC2=C(C=NC1)C=CC=N2 (R)-2-ethyl-2,3-dihydropyrido[3,2-f][1,4]oxazepin